P(=O)(OCC(CCCC)CC)(OCC(CCCC)CC)OC1=CC=CC=C1 bis(2-ethylhexyl) phenyl phosphate